2-(3-(3',6-difluoro-[1,1'-biphenyl]-3-yl)-4-(4-sulfamoylbenzyl)-1H-pyrazol-1-yl)thiazole-4-carboxylic acid FC=1C=C(C=CC1)C1=CC(=CC=C1F)C1=NN(C=C1CC1=CC=C(C=C1)S(N)(=O)=O)C=1SC=C(N1)C(=O)O